methyl 6-(2,4-dichlorophenyl)-5-(((trifluoromethyl) sulfonyl) oxy)-7,8-dihydronaphthalene-2-carboxylate ClC1=C(C=CC(=C1)Cl)C1=C(C=2C=CC(=CC2CC1)C(=O)OC)OS(=O)(=O)C(F)(F)F